Cl.N1C(CCCC1)C(C(=O)OC)C=1C=C(C=CC1)C Methyl 2-(piperidin-2-yl)-2-(m-tolyl)acetate Hydrochloride